[Y].[Yb] Ytterbium-Yttrium